Triflyl fluoride S(=O)(=O)(C(F)(F)F)F